tert-butyl 4-((trimethylsilyl)oxy)cyclohex-3-ene-1-carboxylate C[Si](OC1=CCC(CC1)C(=O)OC(C)(C)C)(C)C